ethyl (2R)-2-fluoro-2-[[(2S,5R)-2-(cyanomethylcarbamoyl)-3-methyl-7-oxo-1,6-diazabicyclo[3.2.1]oct-3-en-6-yl]oxy]acetate F[C@H](C(=O)OCC)ON1[C@@H]2C=C([C@H](N(C1=O)C2)C(NCC#N)=O)C